Nickelous (2S)-2-[(E)-[[2-[(2S)-1-benzylpyrrolidine-2-carbonyl]azanidylphenyl]-phenyl-methylene]amino]-3-(5-bromo-2-chloro-phenyl)butanoate C(C1=CC=CC=C1)N1[C@@H](CCC1)C(=O)[N-]C1=C(C=CC=C1)\C(\C1=CC=CC=C1)=N\[C@H](C(=O)[O-])C(C)C1=C(C=CC(=C1)Br)Cl.[Ni+2]